C(#N)C1=NC(=NC(=C1)C)N1CCN(CC1)S(=O)(=O)C1=CC=C(C=C1)NC(=O)C=1C(=NN(C1)C)NS(=O)(=O)C N-(4-((4-(4-cyano-6-methylpyrimidin-2-yl)piperazin-1-yl)sulfonyl)phenyl)-1-methyl-3-(methylsulfonamido)-1H-pyrazole-4-carboxamide